Pentadecadienal CCCCCCCCCCC=CC=CC=O